O1CCC2(CC1)CC1=CC(=CC=C1CC2)C(=O)O hexahydro-1H-spiro[naphthalene-2,4'-pyran]-7-carboxylic acid